C(C)(C)(C)OC(=O)N1C(C(CCC1=O)N1C(N(CC1)C1=CC=C(C(=O)O)C=C1)=O)=O 4-(3-(1-(tert-Butoxycarbonyl)-2,6-dioxopiperidin-3-yl)-2-oxoimidazolidin-1-yl)benzoic Acid